C(C)(C)(C)N1N=CC(=C1)NC1=NC=C(C(=N1)NCC1=C(C=CC=C1C(F)(F)F)F)C(=O)N 2-((1-tert-butyl-1H-pyrazol-4-yl)amino)-4-((2-fluoro-6-(trifluoromethyl)benzyl)amino)pyrimidin-5-carboxamide